(R)-2-(2-(2-methoxybenzyl)azepan-1-yl)-6-morpholinopyrimidin-4(3H)-one COC1=C(C[C@@H]2N(CCCCC2)C2=NC(=CC(N2)=O)N2CCOCC2)C=CC=C1